2-(hydroxymethyl)-2-methyl-7-(Benzenesulfonyl)-1,2,4,7-tetrahydro-3H-pyrrolo[3',2':5,6]pyrido[3,4-b]pyrazin-3-one OCC1(NC2=C(NC1=O)C=NC1=C2C=CN1S(=O)(=O)C1=CC=CC=C1)C